C(C)(C)(C)N1C=NC(=C1)C(=O)NC1=C(C=C(C(=C1)C=1C=C(C=2N(C1)C=C(N2)C)N2CCOCC2)C)F 1-(tert-butyl)-N-(2-fluoro-4-methyl-5-(2-methyl-8-morpholinylimidazo[1,2-a]pyridin-6-yl)phenyl)-1H-imidazole-4-carboxamide